(S)-2-methyl-1-phenyl-propan-1-amine hydrochloride Cl.CC([C@H](N)C1=CC=CC=C1)C